CC1N2C(CC=3C=CC=CC13)CCCC2=O 6-methyl-1,2,3,6,11,11a-hexahydro-4H-pyrido[1,2-b]isoquinolin-4-one